5-(3-((1-cyclopropyl-1H-pyrazol-3-yl)ethynyl)phenoxy)-1H-1,2,3-triazole-4-carboxylic acid C1(CC1)N1N=C(C=C1)C#CC=1C=C(OC2=C(N=NN2)C(=O)O)C=CC1